FC1=C(C(=CC=C1)OC)C=1C=C2C(=CN1)NN=C2N2C=NC(=C2)C(=O)NC(C)C 1-(5-(2-fluoro-6-methoxyphenyl)-1H-pyrazolo[3,4-c]pyridin-3-yl)-N-isopropyl-1H-imidazole-4-carboxamide